C(CCCCCCCCCCCCC)C1=CC=C(N)C=C1 4-tetradecyl-aniline